2-((S)-2,2-dimethylcyclopropane-1-carbonyl)-2,6-diazaspiro[3.4]octane-8-carboxylic acid CC1([C@H](C1)C(=O)N1CC2(C1)CNCC2C(=O)O)C